C(C)(C)(C)OC(=O)N1CCC(CC1)N.NC1(CC1)COC1=C(N(N=C1)C)C1=CC=2N(C=C1)N=C(C2)NC(=O)C2CC2 N-[5-[4-[(1-aminocyclopropyl)methoxy]-2-methyl-pyrazol-3-yl]pyrazolo[1,5-a]pyridin-2-yl]cyclopropanecarboxamide tert-butyl-4-aminopiperidine-1-carboxylate